NC[C@H](CC(=O)O)C[C@@H](CCOCF)C (3s,5s)-3-aminomethyl-7-fluoromethoxy-5-methyl-heptanoic acid